BrC1=CC(=C2C=CN(C(C2=C1)=O)C)F 7-bromo-5-fluoro-2-methylisoquinolin-1(2H)-one